C(C)OC1=CC=C(C=C1)N=NC1=CC2CCC1C2 3-[(4-ethoxyphenyl)azo]-2-norbornene